2-(2-Chloro-5-fluoro-1,6-dihydropyrimidin-6-yl)-3-methyl-7-propan-2-ylthieno[3,2-c]pyridine ClC=1NC(C(=CN1)F)C1=C(C=2C=NC=C(C2S1)C(C)C)C